ClC=1C=C2C=C(NC2=CC1OCC1=CC(=NO1)C)CNC(=O)[C@@H]1NCC1 (R)-N-((5-chloro-6-((3-methylisoxazol-5-yl)methoxy)-1H-indol-2-yl)methyl)azetidine-2-carboxamide